CN1CC=2C(=NC=CC2C1=O)N[C@@H](C)C1=CC=C(C=C1)OC1=CC=C(C=C1)C (S)-2-methyl-4-((1-(4-(p-tolyloxy)phenyl)ethyl)amino)-2,3-dihydro-1H-pyrrolo[3,4-c]pyridin-1-one